methyl 5-fluoro-2-((1-methylcyclopropane-1-carboxamido)methyl)-1H-indole-6-carboxylate FC=1C=C2C=C(NC2=CC1C(=O)OC)CNC(=O)C1(CC1)C